N-{4-[2-(2,6-dichlorophenyl)acetamido]pyridin-2-yl}-N-(3,5-difluoro-4-methylphenyl)acetamide ClC1=C(C(=CC=C1)Cl)CC(=O)NC1=CC(=NC=C1)N(C(C)=O)C1=CC(=C(C(=C1)F)C)F